CN(CC=CC(=O)N1CC(CC1)NC1=C2C(=C(NC2=C(C=C1)C(=O)N)C)C)C 4-((1-(4-(dimethylamino)but-2-enoyl)pyrrolidin-3-yl)amino)-2,3-dimethyl-1H-indole-7-carboxamide